[Br-].C(C)N1C=NC=C1 3-ethylimidazole bromide salt